(S)-N-(1-(3-chlorophenyl)-2-hydroxyethyl)-1-(5-methyl-2-((1-methylpiperidin-4-yl)amino)-pyrimidin-4-yl)-1H-imidazole-4-carboxamide ClC=1C=C(C=CC1)[C@@H](CO)NC(=O)C=1N=CN(C1)C1=NC(=NC=C1C)NC1CCN(CC1)C